3-(5-(((S)-1-((2-((1R,5S)-6-Oxa-3-azabicyclo[3.1.1]heptan-3-yl)quinazolin-6-yl)methyl)pyrrolidin-3-yl)oxy)-1-oxoisoindolin-2-yl)piperidine-2,6-dione [C@@H]12CN(C[C@@H](O1)C2)C2=NC1=CC=C(C=C1C=N2)CN2C[C@H](CC2)OC=2C=C1CN(C(C1=CC2)=O)C2C(NC(CC2)=O)=O